6-amino-7-ethoxy-2-ethyl-4-(((tetrahydro-2H-pyran-4-yl)methyl)amino)quinoline-3-carbonitrile NC=1C=C2C(=C(C(=NC2=CC1OCC)CC)C#N)NCC1CCOCC1